FC(OC1=C(C=C(C=C1)S(=O)(=O)C=1C=NN(C1)C)C1=NN(C=C1NC(=O)C=1C=NN2C1N=CC=C2)C)F N-[3-[2-(difluoromethoxy)-5-(1-methylpyrazol-4-yl)sulfonyl-phenyl]-1-methyl-pyrazol-4-yl]pyrazolo[1,5-a]pyrimidine-3-carboxamide